methyl 2-[(tert-butoxycarbonyl)amino]-5-(2,2,2-trifluoroethyl)benzoate C(C)(C)(C)OC(=O)NC1=C(C(=O)OC)C=C(C=C1)CC(F)(F)F